1-(((R)-1-(2-cyanoacetyl)piperidin-3-yl)oxy)-4-(((1r,4R)-4-ethoxycyclohexyl)ethynyl)-7-isopropoxyisoquinoline-6-carboxamide C(#N)CC(=O)N1C[C@@H](CCC1)OC1=NC=C(C2=CC(=C(C=C12)OC(C)C)C(=O)N)C#CC1CCC(CC1)OCC